C1(C=CCCC1)N1N=CC2=CC(=C(C=C12)C(=O)NCCN(C)C)OC1=C(C=C(C=C1)F)F 1-(cyclohex-2-en-1-yl)-5-(2,4-difluorophenoxy)-N-(2-(dimethylamino)ethyl)-1H-indazole-6-carboxamide